trimethyl-(prop-2-en-1-yl)silane C[Si](CC=C)(C)C